methyl 5-((4,6-difluoro-5-(4'-(((2-(2-hydroxyethoxy)ethyl)amino)methyl)-[1,1'-biphenyl]-4-yl)-1H-benzo[d]imidazol-2-yl)oxy)-2-methylbenzoate FC1=C(C(=CC=2NC(=NC21)OC=2C=CC(=C(C(=O)OC)C2)C)F)C2=CC=C(C=C2)C2=CC=C(C=C2)CNCCOCCO